1,1'-(3,3'-dimethoxy[1,1'-biphenyl]-4,4'-diyl)bis{2-amino-3-[(E)-diazenyl]naphthalene-1-sulfonic acid} COC=1C=C(C=CC1C1(C(C(=CC2=CC=CC=C12)\N=N\[H])N)S(=O)(=O)O)C1=CC(=C(C=C1)C1(C(C(=CC2=CC=CC=C12)\N=N\[H])N)S(=O)(=O)O)OC